2-((5-(2-(6-(ethyl-(methyl)amino)-5-hydroxy-2-methylhexan-3-yl)-2,6-diazaspiro[3.4]octan-6-yl)-1,2,4-triazin-6-yl)oxy)-5-fluoro-N,N-diisopropylbenzamide C(C)N(CC(CC(C(C)C)N1CC2(C1)CN(CC2)C=2N=CN=NC2OC2=C(C(=O)N(C(C)C)C(C)C)C=C(C=C2)F)O)C